bis(trifluoromethyl)-3H-imidazo[4,5-b]pyridine FC(F)(F)N1C(=NC=2C1=NC=CC2)C(F)(F)F